FC=1C=CC(=C(C1)[C@H](C=1NC2=CC=CC=C2C1)NC(=O)C=1C=C(C=CC1)C1=CC=C(C=C1)N1CCN(CC1)C(=O)OC(C)(C)C)OC tert-butyl (R)-4-(3'-(((5-fluoro-2-methoxyphenyl) (1H-indole-2-yl)methyl)carbamoyl)-[1,1'-biphenyl]-4-yl)piperazine-1-carboxylate